2,3,6,7-anthracenetetracarboxylate C1=C(C(=CC2=CC3=CC(=C(C=C3C=C12)C(=O)[O-])C(=O)[O-])C(=O)[O-])C(=O)[O-]